(2-cyclopropoxy-4-fluorophenyl)(6-(5-(trifluoromethyl)-3-(2-(trifluoromethyl)phenyl)-1H-pyrazol-1-yl)-2-azaspiro[3.3]heptan-2-yl)methanone C1(CC1)OC1=C(C=CC(=C1)F)C(=O)N1CC2(C1)CC(C2)N2N=C(C=C2C(F)(F)F)C2=C(C=CC=C2)C(F)(F)F